2-[(2,2-difluoroethyl)amino]-5-[5-(isoquinolin-6-yl)-1,3,4-oxadiazol-2-yl]benzonitrile FC(CNC1=C(C#N)C=C(C=C1)C=1OC(=NN1)C=1C=C2C=CN=CC2=CC1)F